(5-(4-(4-cyanophenyl)-4-fluoropiperidine-1-carbonyl)-2-ethyl-4-methylphenyl)-6-morpholinylnicotinamide C(#N)C1=CC=C(C=C1)C1(CCN(CC1)C(=O)C=1C(=CC(=C(C1)C1=C(C(=O)N)C=CC(=N1)N1CCOCC1)CC)C)F